ClC=1C=C(C(=O)N2CC=3C(=NN4C3C(N(C[C@H]4C(=O)NC)[C@H](C)C=4SC=C(N4)C(F)(F)F)=O)C[C@H]2C)C=CC1Cl |o1:21| (3R,7S)-2-(3,4-Dichlorobenzoyl)-N,3-dimethyl-10-oxo-9-((R*)-1-(4-(trifluoromethyl)thiazol-2-yl)ethyl)-1,2,3,4,7,8,9,10-octahydropyrido[4',3':3,4]pyrazolo[1,5-a]pyrazine-7-carboxamide